BrC1=NC=CC=C1SCC 2-bromo-3-(ethylthio)pyridine